para-methoxybenzaldehyde COC1=CC=C(C=O)C=C1